2-(4-methoxy-thiophenyl-sulfonyl)pyridine-N-oxide COC=1C=C(SC1)S(=O)(=O)C1=[N+](C=CC=C1)[O-]